Ethyl-[(piperidin-2-yl)methyl]carbamic acid 2-(2-chlorophenyl)-5-hydroxy-8-[(3s,4r)-3-hydroxy-1-methylpiperidin-4-yl]-4-oxo-4H-1-benzopyran-7-yl ester ClC1=C(C=CC=C1)C=1OC2=C(C(C1)=O)C(=CC(=C2[C@@H]2[C@@H](CN(CC2)C)O)OC(N(CC2NCCCC2)CC)=O)O